C1CCCC=2N1C=1C(N2)=C(C=CC1)N benzo[4,5]imidazo[1,2-a]piperidin-6-amine